C(#N)C1=C(C=CC=C1)SC=1C=2N(C=C(C1)C=1C=NN(C1C)C1CCN(CC1)C[C@H](C)OC)N=CC2C#N (S)-4-((2-cyanophenyl)thio)-6-(1-(1-(2-methoxypropyl)piperidin-4-yl)-5-methyl-1H-pyrazol-4-yl)pyrazolo[1,5-a]pyridine-3-carbonitrile